(S)-6-(1-amino-1,3-dihydrospiro[indene-2,4'-piperidine]-1'-yl)-3-(1-(3-(1-methyl-1H-pyrazol-4-yl)phenyl)cyclopropyl)-1,5-dihydro-4H-pyrazolo[3,4-d]pyrimidin-4-one N[C@@H]1C2=CC=CC=C2CC12CCN(CC2)C=2NC(C1=C(N2)NN=C1C1(CC1)C1=CC(=CC=C1)C=1C=NN(C1)C)=O